COC=1C=C2C(=C3C(=NC2=CC1C#N)CCCCC3)NC3CCN(CC3)C 2-methoxy-11-[(1-methylpiperidin-4-yl)amino]-6H,7H,8H,9H,10H-cyclohepta[b]quinoline-3-carbonitrile